NCCNCCC(=O)O N-(2-aminoethyl)-2-aminoethylformic acid